bis(biphenyl-4-yl)-(4-bromophenyl)-amine C1(=CC=C(C=C1)N(C1=CC=C(C=C1)Br)C1=CC=C(C=C1)C1=CC=CC=C1)C1=CC=CC=C1